4-bromo-3,6-dichloro-2-(hydroxymethyl)phenol BrC1=C(C(=C(C(=C1)Cl)O)CO)Cl